ClC1=CC=C(C=C1)N1C(=NN=C1C)[C@@H]1CC[C@H](CC1)OC1=NC=C(C=C1)OC trans-2-(4-(4-(4-chlorophenyl)-5-methyl-4H-1,2,4-triazol-3-yl)cyclohexyl-oxy)-5-methoxypyridine